FC(S(=O)(=O)OC1=CC=C(C=N1)CC=1OC=C(N1)C(=O)OCC)(F)F ethyl 2-((6-(((trifluoromethyl)sulfonyl)oxy)pyridin-3-yl)methyl)oxazole-4-carboxylate